1-(3-fluorobenzofuran-5-yl)-N-methylbutan-2-amine FC1=COC2=C1C=C(C=C2)CC(CC)NC